methyl 6-(benzylthio)-3-methylbenzo[b]thiophene-2-carboxylate C(C1=CC=CC=C1)SC=1C=CC2=C(SC(=C2C)C(=O)OC)C1